CC(/C=C/C(=O)C=1SC=C(N1)C(=O)OCC)C ethyl (E)-2-(4-methylpent-2-enoyl)thiazole-4-carboxylate